CN(C(=O)N1CCC(CC1)CC1=C(C=C(C=C1)NC(OCC1=CN=CO1)=O)F)C oxazol-5-ylmethyl (4-((1-(dimethylcarbamoyl)piperidin-4-yl)methyl)-3-fluorophenyl)carbamate